(2S)-4-(2-Chloro-6-((5,6-difluoro-1-(methoxycarbonyl)-1,2,3,4-tetrahydronaphthalen-1-yl)methyl)-5-Nitropyrimidin-4-yl)-2-(cyanomethyl)piperazine-1-carboxylate ClC1=NC(=C(C(=N1)N1C[C@@H](N(CC1)C(=O)[O-])CC#N)[N+](=O)[O-])CC1(CCCC2=C(C(=CC=C12)F)F)C(=O)OC